COC1=C(C(=CC(=C1)CCC)OC)C1=C2CC(N(C2=CC=C1C)CCC)=O 4-(2,6-Dimethoxy-4-propylphenyl)-5-methyl-1-propylindolin-2-one